C(=C)NC=O vinylformamide